2-(3,5-Dichloro-4-((5-(2-fluoropropane-2-yl)-6-oxo-1,6-dihydropyridazin-3-yl)oxy)phenyl)-3,5-dioxo-2,3,4,5-tetrahydro-1,2,4-triazine-6-carbonitrile ClC=1C=C(C=C(C1OC1=NNC(C(=C1)C(C)(C)F)=O)Cl)N1N=C(C(NC1=O)=O)C#N